N-([3,3'-bipyridin]-6-ylmethyl)-9-isopropyl-2-(pyridin-3-yl)-9H-purin-6-amine N1=CC(=CC=C1CNC1=C2N=CN(C2=NC(=N1)C=1C=NC=CC1)C(C)C)C=1C=NC=CC1